ClC1=NC=C(C(=N1)C=1C=NN(C1)CCC#N)C 3-(4-(2-chloro-5-methylpyrimidin-4-yl)-1H-pyrazol-1-yl)propanenitrile